6-(4-(1-((2-(2,6-dioxopiperidin-3-yl)-4-fluoro-1-oxoisoindoline-5-yl)methyl)piperidine-4-yl)piperazin-1-yl)-2-(4-phenoxyphenyl)nicotinamide O=C1NC(CCC1N1C(C2=CC=C(C(=C2C1)F)CN1CCC(CC1)N1CCN(CC1)C1=NC(=C(C(=O)N)C=C1)C1=CC=C(C=C1)OC1=CC=CC=C1)=O)=O